1-cyclopentyl-4-((6-ethoxypyridazin-3-yl)methyl)piperazine-2,3-dione C1(CCCC1)N1C(C(N(CC1)CC=1N=NC(=CC1)OCC)=O)=O